FC1=C(C=C(C=C1)C1=NC=CC=C1C=1C=C2C(=NC=NC2=CC1)NCCCN1CCOCC1)C 6-(2-(4-Fluoro-3-methylphenyl)pyridin-3-yl)-N-(3-morpholinopropyl)quinazolin-4-amine